FC1=CC=C(C=C1)C1=C(NC2=C(C=CC=C12)CCOC1=CC=CC=C1)C(=O)O 3-(4-fluorophenyl)-7-(2-phenoxyethyl)-1H-indole-2-carboxylic acid